2-(3-(4-((2-amino-7H-pyrrolo[2,3-d]pyrimidin-4-yl)oxy)phenyl)ureido)-3-(naphthalen-1-yl)propanoic acid NC=1N=C(C2=C(N1)NC=C2)OC2=CC=C(C=C2)NC(NC(C(=O)O)CC2=CC=CC1=CC=CC=C21)=O